didodecylammonium C(CCCCCCCCCCC)[NH2+]CCCCCCCCCCCC